C(C)OC(=O)C1CCN(CC1)C=1C(=NC=CC1)C(=O)O [4-(ethoxycarbonyl)piperidin-1-yl]Pyridine-2-carboxylic acid